COC1=NC=NC(=C1C(=O)NC=1SC2=C(N1)C=1C=CC(=CC1OC21COC1)C(F)(F)F)OC 4,6-dimethoxy-N-(7-(trifluoromethyl)spiro[chromeno[4,3-d]thiazole-4,3'-oxetan]-2-yl)pyrimidine-5-carboxamide